2-chloro-6-(pyridin-3-ylmethoxy)pyridine ClC1=NC(=CC=C1)OCC=1C=NC=CC1